NC=1C(=CC2=CC3=CC(=C(C=C3[NH+]=C2C1)N)C)C 3,6-Diamino-2,7-dimethylacridinium